(S)-N,N-dimethyl-1-(morpholin-2-yl)methanamine hydrochloride Cl.CN(C[C@@H]1CNCCO1)C